CN(CCC[Sn](CC)(CC)CCCN(C)C)C Bis(3-dimethylaminopropyl)diethyl-tin